BrC=1C=NC(=NC1)C(=O)NNC(CCl)=O 5-bromo-N'-(2-chloroacetyl)pyrimidine-2-carbohydrazide